FC=1C=CC=C2C=C(NC12)C(=O)N[C@H](C(=O)N[C@@H](C[C@H]1C(NCCC1)=O)C(CO)=O)CC(C)C 7-fluoro-N-[(2S)-1-({(2S)-4-hydroxy-3-oxo-1-[(3S)-2-oxopiperidin-3-yl]butan-2-yl}amino)-4-methyl-1-oxopentan-2-yl]-1H-indole-2-carboxamide